C(#N)C(C)(C)C=1C=C(C(=NC1)C(=O)NC1=CC(=NC=C1NC)C(F)(F)F)SCC 5-(1-cyano-1-methyl-ethyl)-3-ethylsulfanyl-N-[5-(methylamino)-2-(trifluoromethyl)-4-pyridyl]pyridine-2-carboxamide